ClC=1C=C(C=CC1F)NC1=NC=NC2=CC(=C(C=C12)NC(\C=C\CN1CCN(CC1)C(CCCCCSC1=C2C(N(C(C2=CC=C1)=O)C1C(NC(CC1)=O)=O)=O)=O)=O)OC (E)-N-(4-((3-chloro-4-fluorophenyl)amino)-7-methoxyquinazolin-6-yl)-4-(4-(6-((2-(2,6-dioxopiperidin-3-yl)-1,3-dioxoisoindolin-4-yl)thio)hexanoyl)piperazin-1-yl)but-2-enamide